2-(2-chloro-5-(((7-(3,3-difluoropiperidin-1-yl)-5-isopropyl-5H-pyrrolo[3,2-d]pyrimidin-2-yl)thio)methyl)phenyl)acetic acid Potassium tert-butoxide CC(C)(C)[O-].[K+].ClC1=C(C=C(C=C1)CSC=1N=CC2=C(N1)C(=CN2C(C)C)N2CC(CCC2)(F)F)CC(=O)O